BrC1=C(C=C2C(=NC(=NC2=C1F)Cl)OCC(F)(F)F)F 7-Bromo-2-chloro-6,8-difluoro-4-(2,2,2-trifluoroethoxy)quinazoline